5-methyl-3-(methylsulfonylamino)pyrrolidine-1-carboxylic acid isopropyl ester C(C)(C)OC(=O)N1CC(CC1C)NS(=O)(=O)C